(R)-2-amino-4-(2-formylaminophenyl)-4-oxobutanoate N[C@@H](C(=O)[O-])CC(=O)C1=C(C=CC=C1)NC=O